CN(C(CN1C(N(C(C(=C1)C(=O)N)=O)C1=CC=C(C=C1)F)=O)=O)C 1-(2-(dimethylamino)-2-oxoethyl)-3-(4-fluorophenyl)-2,4-dioxo-1,2,3,4-tetrahydropyrimidine-5-carboxamide